(pyrene-1,6-diyl)bis(N-phenyl-6-trimethylsilylbenzo[b]naphtho[1,2-d]furan-8-amine) C1(=CC=C2C=CC3=C(C=CC4=CC=C1C2=C34)C3=CC=CC=4C=C(C2=C(C=1C(O2)=C(C=CC1)NC1=CC=CC=C1)C34)[Si](C)(C)C)C3=CC=CC=4C=C(C1=C(C=2C(O1)=C(C=CC2)NC2=CC=CC=C2)C34)[Si](C)(C)C